(2-(tert-Butyl)-1H-benzo[d]imidazol-1-yl)(4-fluorophenyl)methanone C(C)(C)(C)C1=NC2=C(N1C(=O)C1=CC=C(C=C1)F)C=CC=C2